C1(CC1)S(=O)(=O)N1C[C@H](CCC1)NCC1=CC(=C(C(=C1)O)N1CC(NS1(=O)=O)=O)F 5-[4-[[[(3S)-1-cyclopropylsulfonyl-3-piperidyl]amino]methyl]-2-fluoro-6-hydroxy-phenyl]-1,1-dioxo-1,2,5-thiadiazolidin-3-one